(R)-N-(1-(9-ethynyl-1-oxo-2-phenyl-2,4,5,6-tetrahydro-1H-benzo[de]isoquinolin-3-yl)ethyl)-2-(sulfamoylamino)pyrazolo[1,5-a]pyrimidine-3-carboxamide C(#C)C1=CC=C2C=3C(=C(N(C(C13)=O)C1=CC=CC=C1)[C@@H](C)NC(=O)C=1C(=NN3C1N=CC=C3)NS(N)(=O)=O)CCC2